C1(=CC=CC=C1)N(C=1C=C(C=C(C1)N(C1=CC=CC=C1)C1=CC=CC=C1)N(C1=CC=CC=C1)C1=CC=CC=C1)C1=CC=CC=C1 hexaphenyl-1,3,5-benzenetriamine